2-cyanoethyl (2-(2-(2-(2-((2-(2,6-dioxopiperidin-3-yl)-1,3-dioxoisoindolin-4-yl)amino)ethoxy)ethoxy)ethoxy)ethyl) diisopropylphosphoramidite C(C)(C)N(P(OCCC#N)OCCOCCOCCOCCNC1=C2C(N(C(C2=CC=C1)=O)C1C(NC(CC1)=O)=O)=O)C(C)C